Cl.C1(=CC=CC=C1)C=1C(N(C(C1)=O)C[C@@H]1CNCC1)=O (S)-3-phenyl-1-(pyrrolidin-3-ylmethyl)-1H-pyrrole-2,5-dione hydrochloride